FC1(CN(C1)S(=O)(=O)N1C[C@H](CCC1)C(=O)N1[C@H](CCC1)C(=O)NCC1=CC=C(C=C1)C(F)(F)F)C1=CC=CC=C1 1-(((3S)-1-((3-fluoro-3-phenyl-1-azetidinyl)sulfonyl)-3-piperidinyl)carbonyl)-N-(4-(trifluoromethyl)benzyl)-D-prolinamide